3-(2-ethoxy-1-fluoro-2-oxoethylidene)azetidine-1-carboxylic acid tert-butyl ester C(C)(C)(C)OC(=O)N1CC(C1)=C(C(=O)OCC)F